methyl (5S,6R,E)-5,6-bis((tert-butyldimethylsilyl)oxy)-8-(2-((R,E)-3-((tert-butyldimethylsilyl)oxy)oct-1-en-1-yl)phenyl)oct-7-enoate [Si](C)(C)(C(C)(C)C)O[C@@H](CCCC(=O)OC)[C@@H](\C=C\C1=C(C=CC=C1)\C=C\[C@@H](CCCCC)O[Si](C)(C)C(C)(C)C)O[Si](C)(C)C(C)(C)C